3-(decylcarbamoylmethyl)-3,5,5-trimethylcyclohexylcarbamate C(CCCCCCCCC)NC(=O)CC1(CC(CC(C1)(C)C)NC([O-])=O)C